2-chloro-3-(trifluoromethyl)pyridine ClC1=NC=CC=C1C(F)(F)F